(1R,3S,5s,7s)-2-(5-(3-cyano-6-(1-methyl-1H-pyrazol-4-yl)pyrazolo[1,5-a]pyridin-4-yl)pyrazin-2-yl)-N-(6-methoxypyridin-3-yl)-2-azaadamantane-5-carboxamide C(#N)C=1C=NN2C1C(=CC(=C2)C=2C=NN(C2)C)C=2N=CC(=NC2)N2[C@@H]1CC3CC(C[C@@H]2C3)(C1)C(=O)NC=1C=NC(=CC1)OC